C(C)(=O)OCC=1OC2=C(N1)C(=CC(=C2)NC(=O)C2=CC=C(C1=CN(N=C21)CC)N2CCN(CC2)C)F {6-[2-ethyl-4-(4-methylpiperazin-1-yl) indazole-7-amido]-4-fluoro-1,3-benzoxazol-2-yl}methyl acetate